NC=1C=C2CN(CC2=CC1)C1=NC=CC(=N1)C1=NC=CC(=N1)\C=C\C1=CC=NC=C1 (E)-5-Amino-2-(4-(2-(pyridin-4-yl)vinyl)[2,4'-bipyrimidin]-2'-yl)isoindoline